tert-butyl (4-(4-morpholino-7-((2-(trimethylsilyl)ethoxy)methyl)-7H-pyrrolo[2,3-d]pyrimidin-6-yl)cyclohexyl)carbamate O1CCN(CC1)C=1C2=C(N=CN1)N(C(=C2)C2CCC(CC2)NC(OC(C)(C)C)=O)COCC[Si](C)(C)C